Cyanomethyl 2-((tert-butoxycarbonyl)amino)-4-oxo-4-phenylbutanoate C(C)(C)(C)OC(=O)NC(C(=O)OCC#N)CC(C1=CC=CC=C1)=O